2-Methyl-1-(pyridin-2-yl)piperazine CC1N(CCNC1)C1=NC=CC=C1